FC1=C(C=C2C=CNC(C2=C1)=O)B(O)O (7-fluoro-1-oxo-1,2-dihydroisoquinolin-6-yl)boronic acid